ClC=1C=CC(=C(C1)/C=C/C(=O)N[C@H]1CCCCC(NC2=CC=CC=C2C2=CNC1=N2)=O)N2N=NN=C2 (E)-3-(5-Chloro-2-tetrazol-1-yl-phenyl)-N-((S)-9-oxo-8,16,18-triaza-tricyclo[13.2.1.02,7]octadeca-1(17),2,4,6,15(18)-pentaen-14-yl)-acrylamide